2-bromo-6H,7H-pyrrolo[3,4-b]pyridin-5-one BrC1=CC=C2C(=N1)CNC2=O